IC1=COC2=CC(=CC=C2C1=O)C(F)(F)F 3-iodo-7-(trifluoromethyl)chromen-4-one